Rac-(7r,8r)-2-chloro-7,8-dimethyl-7,8-dihydro-5H-pyrano[4,3-b]pyridin-5-one ClC1=CC=C2C(=N1)[C@H]([C@H](OC2=O)C)C |r|